NC=1N=CC(=NC1C1=NN(C(C=C1)=O)C1=CC(=CC(=C1)OC)OC)C=1C=NN(C1)C[C@@H]1CN(C(CO1)(C)C)C(=O)OC(C)(C)C tert-butyl (S)-2-((4-(5-amino-6-(1-(3,5-dimethoxyphenyl)-6-oxo-1,6-dihydropyridazin-3-yl)pyrazin-2-yl)-1H-pyrazol-1-yl)methyl)-5,5-dimethylmorpholine-4-carboxylate